O=C1N(CCC(N1)=O)C1=CC=C(C=C1)CCCN1CCOC2(C1)CCN(CC2)C(=O)OC(C)(C)C tert-Butyl 4-(3-(4-(2,4-dioxotetrahydropyrimidin-1(2H)-yl)phenyl)propyl)-1-oxa-4,9-diazaspiro[5.5]undecane-9-carboxylate